(4,6-bis(pyridin-3-yl)-1,3,5-triazin-2-yl)boronic acid N1=CC(=CC=C1)C1=NC(=NC(=N1)C=1C=NC=CC1)B(O)O